N-((4-chloro-5-methylpyridin-2-yl)methylene)-2-methylpropan-2-sulfinamide ClC1=CC(=NC=C1C)C=NS(=O)C(C)(C)C